OCCN1C(C(=C)CC1=O)=O N-hydroxyethyl-itaconimide